[Si](C)(C)(C(C)(C)C)OCCN[C@H]1CN(CCCC1)C1=NNC(C2=CC=CC=C12)=O (R)-4-(3-((2-((tert-butyldimethylsilyl)oxy)ethyl)amino)azepan-1-yl)phthalazin-1(2H)-one